[Sn].[Se].[Zn].[Cd].[Cu] copper cadmium zinc selenium tin